N'-acetyl-4-amino-7-fluoro-N-[(6-fluoro-1,3-benzothiazol-2-yl)methyl]-N',1-dimethyl-pyrazolo[4,3-c]quinoline-8-carbohydrazide C(C)(=O)N(N(C(=O)C1=CC=2C3=C(C(=NC2C=C1F)N)C=NN3C)CC=3SC1=C(N3)C=CC(=C1)F)C